C(C)N1C(=NN(C1=O)C=1C(=C(C(=O)N)C=C(C1)F)OC(C(F)(F)F)C)CO 4-ethyl-3-(hydroxymethyl)-5-oxo-4,5-dihydro-1H-1,2,4-triazol-1-yl-5-fluoro-2-((1,1,1-trifluoropropan-2-yl)oxy)benzamide